4-(4-{1-[(4-methylphenyl)dioxy-λ6-sulfanyl]-3-(2-methylpyrazol-3-yl)pyrrolo[2,3-b]pyridin-5-yl}phenyl)piperazine-1-carboxylic acid-2-methylpropan-2-yl ester CC(C)(C)OC(=O)N1CCN(CC1)C1=CC=C(C=C1)C=1C=C2C(=NC1)N(C=C2C=2N(N=CC2)C)[SH4]OOC2=CC=C(C=C2)C